methylenebis(4,6-di-t-butylphenyl) 2-ethylhexylphosphite C(C)C(CP1(OC2=C(C=C(C=C2C(C)(C)C)C(C)(C)C)CC2=C(C(=CC(=C2)C(C)(C)C)C(C)(C)C)O1)[O-])CCCC